3-phenylpropioloyl fluoride C1(=CC=CC=C1)C#CC(=O)F